racemic-(5s,9r)-2-methoxy-7-methyl-11-oxo-9,10-dihydro-5,9-methanocycloocta[b]pyridine-5(6H)-carboxylic acid COC1=CC=C2C(=N1)C[C@@H]1C=C(C[C@]2(C1=O)C(=O)O)C |r|